FC1=C(N=CC2=C1N=C(N=C2)OCC21CCCN1CCC2)C2=C(C=CC=C2)[C@@H]2[C@@H](C2)C 8-fluoro-2-((hexahydro-1H-pyrrolizin-7a-yl)methoxy)-7-(2-((1S,2R)-2-methylcyclopropyl)phenyl)pyrido[4,3-d]pyrimidine